FC=1C(=C(C=C(C1)CC(C)C)N1C(C(N(CC1)CC=1N=NC=CC1)C)C)C=1N=NNN1 3-[[4-[3-fluoro-5-isobutyl-2-(2H-tetrazol-5-yl)phenyl]-2,3-dimethyl-piperazin-1-yl]-methyl]pyridazine